O1CCN(CC1)C1=NNC(=N1)N 3-morpholino-1H-1,2,4-triazol-5-amine